3-({trans-3-[(tert-butoxycarbonyl)amino]cyclobutyl}oxy)-5-(5-methyl-1,3-thiazol-2-yl)benzoic acid methyl ester COC(C1=CC(=CC(=C1)C=1SC(=CN1)C)O[C@@H]1C[C@H](C1)NC(=O)OC(C)(C)C)=O